1-(5-bromopyridin-2-yl)-2-(1H-1,2,4-triazol-1-yl)ethan-1-one BrC=1C=CC(=NC1)C(CN1N=CN=C1)=O